FC=1C=NC(=NC1)N1CCC(CC1)C(=O)N1[C@@H](COC2=C(C1)C=NC=C2C#N)C (3R)-4-(1-(5-fluoropyrimidin-2-yl)piperidine-4-carbonyl)-3-methyl-2,3,4,5-tetrahydropyrido[3,4-f][1,4]oxazepine-9-carbonitrile